4-((4-(1,3,4-Thiadiazol-2-yl)phenyl)amino)-N-((1S,2R,3S,4R)-3-((4-fluoro-3-(trifluoromethyl)phenyl)carbamoyl)bicyclo[2.2.1]heptan-2-yl)-6-methoxypyrimidine-5-carboxamide S1C(=NN=C1)C1=CC=C(C=C1)NC1=NC=NC(=C1C(=O)N[C@@H]1[C@H]2CC[C@@H]([C@@H]1C(NC1=CC(=C(C=C1)F)C(F)(F)F)=O)C2)OC